C(O)C1=C(C=CC(=C1)CCCCCCCC)O methylol-p-octylphenol